ClC=1C=C(C=CC1F)NC(N([C@@H](C)C1=CNC(C2=CC=CC=C12)=O)CCOCC)=O (S)-3-(3-chloro-4-fluorophenyl)-1-(2-ethoxyethyl)-1-(1-(1-oxo-1,2-dihydroisoquinolin-4-yl)ethyl)urea